2-(2-Fluoro-4-biphenylyl)propionic acid FC1=C(C=CC(=C1)C(C(=O)O)C)C1=CC=CC=C1